5,10,15,20-tetrakis(5-bromothiophen-2-yl)porphyrin BrC1=CC=C(S1)C=1C2=CC=C(N2)C(=C2C=CC(C(=C3C=CC(=C(C=4C=CC1N4)C=4SC(=CC4)Br)N3)C=3SC(=CC3)Br)=N2)C=2SC(=CC2)Br